N1=CC=C(C2=CC=CC=C12)C=C(C#N)C#N 2-(4-quinolinylmethylene)malononitrile